(S)-N-(1-(3,4-dichlorophenyl)-2-(dimethylamino)ethyl)-3-nitro-4-(trifluoromethoxy)benzenesulfonamide ClC=1C=C(C=CC1Cl)[C@@H](CN(C)C)NS(=O)(=O)C1=CC(=C(C=C1)OC(F)(F)F)[N+](=O)[O-]